(2S,4S)-4-((3-benzamidobenzyl)amino)-1-(tert-butoxycarbonyl)pyrrolidine-2-carboxylic acid C(C1=CC=CC=C1)(=O)NC=1C=C(CN[C@H]2C[C@H](N(C2)C(=O)OC(C)(C)C)C(=O)O)C=CC1